C(C1=CC=CC=C1)[C@@H]1N(C(OC1)=O)C(=O)[C@H]1[C@@H](CN(C1)C(=O)OC(C)(C)C)C(=O)OCC 1-(tert-butyl) 3-ethyl (3S,4S)-4-((S)-4-benzyl-2-oxooxazolidine-3-carbonyl)pyrrolidine-1,3-dicarboxylate